FC1=CC=C(C=C1)CN1CC2(C1)CC(C2)NC(=O)N2[C@@H](CN(C[C@H]2C)C2=NC=C(C=N2)C(F)(F)F)C (2R,6R)-N-{2-[(4-fluorophenyl)methyl]-2-azaspiro[3.3]heptan-6-yl}-2,6-dimethyl-4-[5-(trifluoromethyl)pyrimidin-2-yl]piperazine-1-carboxamide